NC1=NN2C(C=C(C=C2)C=2C(=C(C(=O)NC[C@@H]([C@](C)(O)C3=CC=C(C=C3)F)F)C(=CC2)Cl)F)=N1 3-(2-amino-[1,2,4]triazolo[1,5-a]pyridin-7-yl)-6-chloro-2-fluoro-N-((2s,3r)-2-fluoro-3-(4-fluorophenyl)-3-hydroxybutyl)benzamide